[N-](S(=O)(=O)C(F)(F)F)S(=O)(=O)C(F)(F)F.C(C)OCCOCCOCCN1CN(C=C1)C=C (1-(2-(2-(2-ethoxyethoxy)ethoxy)ethyl)-3-vinylimidazole) bistrifluoromethanesulfonimide salt